1-(5-{[(5-Chlorothiophen-2-yl)methyl]amino}-3-[4-(2,2,2-trifluoroethyl)piperazin-2-yl]-1H-pyrazol-1-yl)-2,2-dimethylpropan-1-on ClC1=CC=C(S1)CNC1=CC(=NN1C(C(C)(C)C)=O)C1NCCN(C1)CC(F)(F)F